[Cu].[Pt].[Ag] silver-platinum-copper